tert-butyl 9-(4-(dibenzylamino)-3-fluorophenyl)-3,9-diazaspiro[5.5]undecane-3-carboxylate C(C1=CC=CC=C1)N(C1=C(C=C(C=C1)N1CCC2(CCN(CC2)C(=O)OC(C)(C)C)CC1)F)CC1=CC=CC=C1